2-(1H-Benzo[d]imidazol-5-yl)-4,7-difluoro-3-(4-propoxyphenyl)isoindolin-1-on N1C=NC2=C1C=CC(=C2)N2C(C1=C(C=CC(=C1C2C2=CC=C(C=C2)OCCC)F)F)=O